N[C@@H](C(=O)N[C@@H](C(=O)N[C@@H](C(=O)N[C@@H](C(=O)N1CCC(CC1)C(=O)O)CCCCN(CCOCCOC)CCOCCOC)CC(C)C)CC1=CC=CC=C1)CC1=CC=CC=C1 1-((R)-2-((R)-2-((R)-2-((R)-2-amino-3-phenylpropanamido)-3-phenylpropanamido)-4-methylpentanamido)-6-(di(2-(2-methoxyethoxy)ethyl)amino)hexanoyl)piperidin-4-carboxylic acid